C(C)C=1SC(=C(N1)C1=NC(=CC=C1)C)OC1=CC(=NC=C1)NC1=NC=C(C(=O)N)C=C1 6-((4-((2-Ethyl-4-(6-methylpyridin-2-yl)thiazol-5-yl)oxy)pyridin-2-yl)amino)nicotinamide